OCCCN1CCN(CC1)C(C)=O 1-[4-(3-hydroxypropyl)piperazin-1-yl]ethanone